[Na+].COC1=C(/C=C/C(C2=CC(=C(C=C2)OC)NCC(=O)[O-])S(=O)(=O)C(C2=CC(=C(C=C2)OC)NCC(=O)[O-])\C=C\C2=C(C=C(C=C2OC)OC)OC)C(=CC(=C1)OC)OC.[Na+] (E)-2,4,6-trimethoxystyryl-3-[(carboxymethyl) amino]-4-methoxybenzyl sulfone sodium salt